tert-butyl (3-bromo-5-((3-bromo-5-fluorophenyl)sulfonyl)benzoyl)glycinate BrC=1C=C(C(=O)NCC(=O)OC(C)(C)C)C=C(C1)S(=O)(=O)C1=CC(=CC(=C1)F)Br